[N+](=O)([O-])N1C2OC3OC2N(C2OC3OC12)[N+](=O)[O-] 4,10-dinitro-2,6,8,12-tetraoxa-4,10-diazatetracyclo[5.5.0.05,9.03,11]-dodecane